C1(CC1)[C@@]1(NC(NC1=O)=O)CNC(=O)C=1C(=C(C=CC1)F)C1=CC=C(C=C1)C(F)(F)F N-{[(4R)-4-cyclopropyl-2,5-dioxoimidazolidin-4-yl]methyl}-6-fluoro-4'-(trifluoromethyl)[1,1-biphenyl]-2-carboxamide